N-(cyanomethyl)-5-(4-(trifluoromethyl)phenyl)-2-naphthamide C(#N)CNC(=O)C1=CC2=CC=CC(=C2C=C1)C1=CC=C(C=C1)C(F)(F)F